rac-tert-butyl (3-cyclopropyl-5-(2-((2R,5S)-2-(2-(2-(dimethylamino)Ethyl)benzo[d]thiazol-5-yl)-5-methylpiperidin-1-yl)-2-oxoacetamido)pyridin-2-yl)carbamate C1(CC1)C=1C(=NC=C(C1)NC(C(=O)N1[C@H](CC[C@@H](C1)C)C=1C=CC2=C(N=C(S2)CCN(C)C)C1)=O)NC(OC(C)(C)C)=O |r|